NC1=C2C=CC=C(C2=CC=C1)CCOCCNC(OC(C)(C)C)=O tert-butyl (2-(2-(5-aminonaphthalen-1-yl)ethoxy)ethyl)carbamate